2,5-hexanediol furandicarboxylate O1C(=C(C=C1)C(=O)O)C(=O)O.CC(CCC(C)O)O